ClC1=C(C=C2C=C(N=CC2=C1)NC(=O)[C@H]1C([C@@H]1[C@H]1OCCCC1)(C)C)N1CCN(CC1)[C@]1(COC[C@H]1O)C (1R,2S,3R)-N-[7-chloro-6-[4-((3S,4S)-4-hydroxy-3-methyl-tetrahydrofuran-3-yl)piperazin-1-yl]-3-isoquinolinyl]-2,2-dimethyl-3-tetrahydropyran-2-yl-cyclopropanecarboxamide